OC=1C(=C(C(=O)Cl)C=CC1)OC(F)(F)F hydroxy-2-(trifluoromethoxy)benzoyl chloride